O=C1NC(CCC1NC=1C=CC(=NC1)C1CCN(CC1)C(=O)OC(C)(C)C)=O tert-Butyl 4-[5-[(2,6-dioxo-3-piperidyl)amino]-2-pyridyl]piperidine-1-carboxylate